C(C)(C)(C)OC(=O)N1CCCC=C(C1)P(=O)(C)C 6-(dimethylphosphoryl)-2,3,4,7-tetrahydro-1H-azepine-1-carboxylic acid tert-butyl ester